ClC=1C(=C(C=CC1F)[C@H]1[C@@H](O[C@](C1)(C(F)(F)F)C)C(=O)NC1=CC(=NC=C1)C(=O)N)OC |o1:8,9,11| rel-(2R,3S,5R)-4-[[3-(3-chloro-4-fluoro-2-methoxy-phenyl)-5-methyl-5-(trifluoromethyl)tetrahydrofuran-2-carbonyl]amino]pyridine-2-carboxamide